ClC1=CC=C(C=C1)C1=NN(CCC1C1=CC=CC=C1)\C(\N=C(/NC(C(=O)OC(C)(C)C)=O)\N)=N/S(=O)(=O)C1=CC=C(C=C1)C(F)(F)F tert-butyl 2-((Z)-2-((Z)-(3-(4-chlorophenyl)-4-phenyl-5,6-dihydropyridazin-1(4H)-yl)(((4-(trifluoromethyl)phenyl)sulfonyl)imino)methyl)guanidino)-2-oxoacetate